C(CCCCCCCCC(=O)OCC(CCCCCC)CCCC)(C(=O)OCC1=CC=CC=C1)C(=O)OCC1=CC=CC=C1 1,1-dibenzyl 9-(2-butyloctyl) nonane-1,1,9-tricarboxylate